N2-isopropyl-N4-(4-(methylsulfonyl)benzyl)pyrido[2,3-d]pyrimidine-2,4-diamine C(C)(C)NC=1N=C(C2=C(N1)N=CC=C2)NCC2=CC=C(C=C2)S(=O)(=O)C